FC1(CCN(CC1)C=1N=C(C=C2C1OC=C2)N)F 7-(4,4-difluoropiperidin-1-yl)furo[2,3-c]pyridin-5-amine